OC(C=O)C(C(C(CO)O)O)O 2,3,4,5,6-pentahydroxylhexanal